ClC=1C=C2C(=CN=C(C2=CN1)NCC1=C(C=C(C=C1)OC)OC)C1=C(C(=CC=C1)Cl)OC 6-Chloro-4-(3-chloro-2-methoxyphenyl)-N-(2,4-dimethoxybenzyl)-2,7-naphthyridin-1-amine